COC=1C=C2CCN(CC2=CC1OC)C(=O)C1=CN(C2=C1C(N(C=C2C)C)=O)C 3-((6,7-dimethoxy-3,4-dihydroisoquinolin-2(1H)-yl)carbonyl)-1,5,7-trimethyl-1,5-dihydro-4H-pyrrolo[3,2-c]pyridin-4-one